diphenyl-(indenyl)(tetramethylcyclopentadienyl)silane C1(=CC=CC=C1)[Si](C1(C(=C(C(=C1)C)C)C)C)(C1C=CC2=CC=CC=C12)C1=CC=CC=C1